BrC=1C=C2C(=CN1)OC(=C2)C(=O)N 5-bromofuro[2,3-c]pyridine-2-carboxamide